ClC1=C2C=CNC2=CC(=C1)NC=1NC=2C(=NC=C(C2)C(F)(F)F)N1 N-(4-chloro-1H-indol-6-yl)-6-(trifluoromethyl)-1H-imidazo[4,5-b]pyridin-2-amine